HEXADECYLAMMONIUM C(CCCCCCCCCCCCCCC)[NH3+]